(1S,4s)-4-{2-[(R)-2-(5-fluoro-3-pyridyl)-2-hydroxyethylamino]-2-methyl propyl}cyclohexyl 2-methyl-2-propanecarbamate CC(C)(C)NC(=O)OC1CCC(CC1)CC(C)(C)NC[C@H](O)C=1C=NC=C(C1)F